O1C(OCC1)C=1C(=NC=C(C(=O)O)C1)NS(=O)(=O)C 5-(1,3-dioxolan-2-yl)-6-(methylsulfonamido)nicotinic acid